C(=O)O.N[C@H](C(=O)NCCNC(C1=C(C=C(C=C1)NC=1C=2N(C=CN1)C(=CN2)C2=C(C(=C(C=C2)OC)F)F)CC)=O)CCNC(=N)N N-[2-[[(2S)-2-amino-4-guanidino-butanoyl]amino]ethyl]-4-[[3-(2,3-difluoro-4-methoxyphenyl)imidazo[1,2-a]pyrazin-8-yl]amino]-2-ethyl-benzamide formate